OC(CC(=O)O)(CC(=O)O)C(=O)O.[N+](=O)([O-])O[C@@H](CCCC(=O)OC[C@H]1N(CCC1)C1=NC=C(C(=N1)NCC1=CC(=C(C=C1)OC)Cl)C(NCC1=NC=CC=N1)=O)CO[N+](=O)[O-] ((S)-1-(4-(3-chloro-4-methoxybenzylamino)-5-(pyrimidin-2-ylmethyl carbamoyl)pyrimidin-2-yl)pyrrolidin-2-yl)methyl (5S)-5,6-bis(nitrooxy)hexanoate 2-hydroxypropane-1,2,3-tricarboxylate